C1(C2=CC=C(C(=O)OC(CO1)C)C=C2)=O 3-propylene terephthalate